3-[(3S)-2-(3,3-difluoro-2,2-dimethylpropanoyl)-1,2-oxazolidin-3-yl]-5-fluorobenzonitrile FC(C(C(=O)N1OCC[C@H]1C=1C=C(C#N)C=C(C1)F)(C)C)F